FC1=C(C(=C2C=CNC2=C1F)S(=O)(=O)C(C)C)OC=1C=CC(=C(C1)C=1NC=C(N1)[C@]1(CCOC2=C(C=CC=C12)CCC(=O)O)C)F 3-[(4S)-4-[2-[5-[(6,7-difluoro-4-isopropylsulfonyl-1H-indol-5-yl)oxy]-2-fluoro-phenyl]-1H-imidazol-4-yl]-4-methyl-chroman-8-yl]propanoic acid